C1(CCCCC1)C[C@@H]1C(N2C(N(O1)CCCC1=CC=CC=C1)CN(C([C@@H]2CC(C)C)=O)C2CCN(CC2)C)=O (3R,6S)-3-(cyclohexylmethyl)-6-isobutyl-8-(1-methylpiperidin-4-yl)-1-(3-phenylpropyl)tetrahydropyrazino[2,1-c][1,2,4]oxadiazine-4,7(3H,6H)-dione